FC1=C(C(=C(C=C1C(C)C)F)OC)C(C(=O)O)N1C[C@@H](CC1)N(CCCCCC1=NC=2NCCCC2C=C1)C 2-(2,5-difluoro-3-isopropyl-6-methoxyphenyl)-2-((R)-3-(methyl(5-(5,6,7,8-tetrahydro-1,8-naphthyridin-2-yl)pentyl)amino)pyrrolidin-1-yl)acetic acid